OC1=C(C=C(C=COC(C(=O)OCCCCCCCC)(C)C)C=C1)OC octyl 2-((4-hydroxy-3-methoxystyryl) oxy)-2-methylpropionate